1-(7-(4-fluorobenzoyl)-3-(3-((R)-1-fluoroethyl)-1,2,4-thiadiazole-5-yl)-8-methyl-5,6,7,8-tetrahydroimidazo[1,5-a]pyrazin-1-yl)pyrrolidin-2-one FC1=CC=C(C(=O)N2C(C=3N(CC2)C(=NC3N3C(CCC3)=O)C3=NC(=NS3)[C@@H](C)F)C)C=C1